Tert-Butyl 7-[[5-(trifluoromethyl)-2-pyridyl]methyl]-2-azaspiro[3.5]nonane-2-carboxylate FC(C=1C=CC(=NC1)CC1CCC2(CN(C2)C(=O)OC(C)(C)C)CC1)(F)F